S(=O)(=O)([O-])S(=O)[O-].[NH4+].[NH4+] ammonium pyrosulfite